4-amino-1-(4-(5-(trifluoromethyl)pyrimidin-2-yl)piperazin-1-yl)butan-1-one NCCCC(=O)N1CCN(CC1)C1=NC=C(C=N1)C(F)(F)F